N-(3-((1s,3s)-3-(cyanomethyl)-1-(4-methyl-4H-1,2,4-triazol-3-yl)cyclobutyl)phenyl)-6-((neopentylamino)methyl)imidazo[1,2-a]pyridine-8-carboxamide C(#N)CC1CC(C1)(C1=NN=CN1C)C=1C=C(C=CC1)NC(=O)C=1C=2N(C=C(C1)CNCC(C)(C)C)C=CN2